3,5-dimethyl-phenylethylamine CC=1C=C(C=C(C1)C)CCN